3-bromo-6-chloro-4-(2,2-difluoroethoxy)pyridazine BrC=1N=NC(=CC1OCC(F)F)Cl